Trimethyl-hexadecyl-ammonium bromide [Br-].C[N+](CCCCCCCCCCCCCCCC)(C)C